COC1=NC=C(C(=N1)OC)C=1C=C(C=2N(N1)N=CC2)O 6-(2,4-dimethoxypyrimidin-5-yl)pyrazolo[1,5-b]pyridazine-4-ol